(R)-4-amino-3-(4-phenoxyphenyl)-1-(piperidin-3-yl)-1H-imidazo[4,5-c]Pyridin-2(3H)-one NC1=NC=CC2=C1N(C(N2[C@H]2CNCCC2)=O)C2=CC=C(C=C2)OC2=CC=CC=C2